4-(((3-acrylamidocyclohexyl)methyl)amino)pyrrolo[1,2-b]pyridazine-3-carboxamide C(C=C)(=O)NC1CC(CCC1)CNC=1C=2N(N=CC1C(=O)N)C=CC2